5,5-Dimethyl-3-morpholine-4-yl-11-oxo-6,11-dihydro-5H-pyrido[4,3-b]carbazole-8-carboxylic acid amide CC1(C2=C(C(C=3C=4C=CC(=CC4NC13)C(=O)N)=O)C=NC(=C2)N2CCOCC2)C